OCCN1CCC(CC1)NC(=O)C=1C(NC=CC1)=O N-[1-(2-hydroxyethyl)piperidin-4-yl]-2-oxo-1H-pyridine-3-carboxamide